3-chloro-N-(dimethylaminomethylene)pyrazine-2-carboxamide ClC=1C(=NC=CN1)C(=O)N=CN(C)C